6-(1-Isopropyl-1H-pyrazol-3-yl)-5-methyl-N,2-bis(1-methyl-1H-imidazol-2-yl)pyrrolo[2,1-f][1,2,4]triazin-4-amine C(C)(C)N1N=C(C=C1)C=1C(=C2C(=NC(=NN2C1)C=1N(C=CN1)C)NC=1N(C=CN1)C)C